N1N=CC2=CC=C(C=C12)C(=O)N Indazole-6-carboxamide